5,6-bis(4-aminophenyloxy)-inden-1-one NC1=CC=C(C=C1)OC=1C=C2C=CC(C2=CC1OC1=CC=C(C=C1)N)=O